(1-(2,6-Dimethoxyphenyl)-2-(6-methoxypyridin-2-yl)-1H-imidazo[4,5-b]pyrazin-6-yl)pyrimidine-2-sulfonamide COC1=C(C(=CC=C1)OC)N1C(=NC=2C1=NC(=CN2)C2=NC(=NC=C2)S(=O)(=O)N)C2=NC(=CC=C2)OC